2-trifluoromethylphenylsulfide FC(C1=C(C=CC=C1)SC1=C(C=CC=C1)C(F)(F)F)(F)F